benzyl 1-(benzenesulfonyl)-3-bromo-1H-pyrrole-2-carboxylate C1(=CC=CC=C1)S(=O)(=O)N1C(=C(C=C1)Br)C(=O)OCC1=CC=CC=C1